N-cyclopropyl-2-(difluoromethoxy)-4-[7-[1-(3-hydroxyazetidine-1-carbonyl)cyclopropyl]imidazo[1,2-a]pyridin-3-yl]-6-methoxybenzamide C1(CC1)NC(C1=C(C=C(C=C1OC)C1=CN=C2N1C=CC(=C2)C2(CC2)C(=O)N2CC(C2)O)OC(F)F)=O